C12C(C3CC(CC(C1)C3)C2)N2CCN(CC2)C(=O)C2=NN(C(=C2C)C2=CC=C(C=C2)Cl)C2=C(C=C(C=C2)Cl)Cl (4-((1r,3r,5r,7r)-adamantan-2-yl)piperazin-1-yl)(5-(4-chlorophenyl)-1-(2,4-dichlorophenyl)-4-methyl-1H-pyrazol-3-yl)methanone